6-(2-methoxy-4-trifluoromethylphenyl)-5-methylpyridazine-3-amine COC1=C(C=CC(=C1)C(F)(F)F)C1=C(C=C(N=N1)N)C